CC=1C=C2C(=NC1N1CCC(CC1)OC=1C=C(C#N)C=CC1)COC2=O 3-((1-(3-methyl-5-oxo-5,7-dihydrofuro[3,4-b]pyridin-2-yl)piperidin-4-yl)oxy)benzonitrile